4-butynyloxycoumarin C(#CCC)OC1=CC(OC2=CC=CC=C12)=O